O1C(=C(C=C1)C(=O)[O-])C(=O)[O-].[NH4+].[NH4+] ammonium furandicarboxylate